C1OCC12CN(C2)[C@@H](C(=O)OC)C methyl (R)-2-(2-oxa-6-azaspiro[3.3]heptan-6-yl)propanoate